C12CNCC(CC1)N2C=2SC=1CN(CCC1N2)C(COC2CCCC2)=O 1-(2-(3,8-diazabicyclo[3.2.1]octan-8-yl)-6,7-dihydrothiazolo[5,4-c]pyridin-5(4H)-yl)-2-(cyclopentyloxy)ethan-1-one